C1NCC12CC(C2)C2=CC=1N=NC(=CC1N2C2CCC2)C2=C(C=CC=C2)O 2-(6-{2-azaspiro[3.3]heptan-6-yl}-5-cyclobutylpyrrolo[3,2-c]pyridazin-3-yl)phenol